C(C)(=O)O.C(C)(=O)O.[N+](=O)([O-])C1=CC=C(N)C=C1 p-nitroaniline diacetate